N[C@H]1CN(CCC1)C(=O)C=1C=C2OCCN3C(=NC(C1)=C32)C=3N(C2=CC(=C(C=C2C3)OC)OC)CC3CC3 (R)-(3-Aminopiperidin-1-yl)(2-(1-(cyclopropylmethyl)-5,6-dimethoxy-1H-indol-2-yl)-3,4-dihydro-5-oxa-1,2a-diazaacenaphthylen-7-yl)methanon